((oxybis(ethane-2,1-diyl))bis(oxy))bis(ethane-2,1-diyl)bis(4-methylbenzenesulfonic acid) O(CCOCCC1=C(C=CC(=C1)C)S(=O)(=O)O)CCOCCC1=C(C=CC(=C1)C)S(=O)(=O)O